C(C1=CC=CC=C1)OC1=C(C(=O)OCC2=CC=CC=C2)C=CC(=C1)N(C(=O)[C@@H]1N(CC1)S(=O)(=O)C1=C(C(=C(C(=C1F)F)Cl)F)F)CC1=NC=C(N=C1)C1CCCCC1 benzyl (R)-2-(benzyloxy)-4-(1-((4-chloro-2,3,5,6-tetrafluorophenyl)sulfonyl)-N-((5-cyclohexylpyrazin-2-yl)methyl)azetidine-2-carboxamido)benzoate